COC=1C=C2CCCN(C2=CC1)C(=O)C1=CN(C2=C1C(N(C=C2C)C)=O)C 3-((6-methoxy-3,4-dihydroquinolin-1(2H)-yl)carbonyl)-1,5,7-trimethyl-1,5-dihydro-4H-pyrrolo[3,2-c]pyridin-4-one